C[C@@H]1N(C[C@H]1N1CCN(CC1)C(C=C)=O)C1=NC(=NC(=C1)N1CCC(CC1)C1=C(C=NN1C1COC1)C)C(F)(F)F 1-(4-((2S,3R)-2-methyl-1-(6-(4-(4-methyl-1-(oxetan-3-yl)-1H-pyrazol-5-yl)piperidin-1-yl)-2-(trifluoromethyl)pyrimidin-4-yl)azetidin-3-yl)piperazin-1-yl)prop-2-en-1-one